(1r,4r)-methyl 4-((((6-(3-bromo-2-chlorophenyl)-2-methoxypyridin-3-yl)methyl)amino)methyl)cyclohexane-1-carboxylate BrC=1C(=C(C=CC1)C1=CC=C(C(=N1)OC)CNCC1CCC(CC1)C(=O)OC)Cl